Tert-Butyl 6-[[[1-(trifluoromethyl)cyclopropyl]methylamino]methyl]-2-azaspiro[3.3]heptane-2-carboxylate FC(C1(CC1)CNCC1CC2(CN(C2)C(=O)OC(C)(C)C)C1)(F)F